The molecule is a dipeptide composed of 3-cyano-L-alanine and L-glutamine joined by a peptide linkage formed from the side-chain of glutamine. It has a role as a plant metabolite and a mouse metabolite. It derives from a L-glutamine and a 3-cyano-L-alanine. C(CC(=O)N[C@@H](CC#N)C(=O)O)[C@@H](C(=O)O)N